C(C)(C)(C)OC(=O)N(CCCCOCCOC1=NC=2C=C(C=CC2C2=C1C=NN2COCC[Si](C)(C)C)C(=O)OC)CC2=CC(=C(C=C2)OC(F)(F)F)Cl Methyl 4-(2-(4-((tert-butoxycarbonyl)(3-chloro-4-(trifluoromethoxy)benzyl)amino)butoxy)ethoxy)-1-((2-(trimethylsilyl)ethoxy)methyl)-1H-pyrazolo[4,3-c]quinoline-7-carboxylate